cetyltrimethyl-Pyridine Chloride [Cl-].C(CCCCCCCCCCCCCCC)C=1C(=C(C(=NC1)C)C)C